FC(C(=O)O)(F)F.ClC=1C=C(C=CC1Cl)C1=CC=C(C=C1)OC=1N=NNC1C(=O)O 4-((3',4'-dichloro-[1,1'-biphenyl]-4-yl)oxy)-1H-1,2,3-triazole-5-carboxylic acid 2,2,2-trifluoroacetate